N1(CCCCC1)C1CCN(CC1)C(C(CC=1C=NC(=CC1)OC)[NH-])=O [2-[1,4']bipiperidinyl-1'-yl-1-(6-methoxy-pyridin-3-ylmethyl)-2-oxo-ethyl]-amide